5-fluorobenzoate (2-(Dimethylamino)ethyl 3-(6-((4-((2-ethyl-4-(6-methylpyridin-2-yl)thiazol-5-yl)oxy)pyridin-2-yl)amino)nicotinamido)-5-fluorobenzoate) CN(CCC1=C(C(=O)O)C=C(C=C1NC(C1=CN=C(C=C1)NC1=NC=CC(=C1)OC1=C(N=C(S1)CC)C1=NC(=CC=C1)C)=O)F)C.FC=1C=CC=C(C(=O)O)C1